1-Hydroxy-2-methyldisulfane 1,2-dioxide OS(S(C)=O)=O